C(CCCCCCCCC)OC(CCCCCCCCCCCCCCCCC(=O)O)=O 18-(decyloxy)-18-oxooctadecanoic acid